ClC=1C=C2CCCC(C2=CC1)CC(=O)NC1=C(C(=NN1)C1=CC=NC=C1)C 2-(6-Chloro-1,2,3,4-tetrahydronaphthalen-1-yl)-N-[4-methyl-3-(pyridin-4-yl)-1H-pyrazol-5-yl]acetamide